(R)-1-(2-methyl-2-(((6-(1-methyl-1H-pyrazol-4-yl)pyrazolo[1,5-a]pyrazin-4-yl)oxy)methyl)morpholino)prop-2-en-1-one C[C@]1(OCCN(C1)C(C=C)=O)COC=1C=2N(C=C(N1)C=1C=NN(C1)C)N=CC2